1-(aminomethyl)-7-(5-(6-cyano-8-fluoro-1-methyl-[1,2,4]triazolo[4,3-a]quinolin-7-yl)-1-methyl-1H-pyrazol-4-yl)-4-oxo-3,4-dihydropyrido[3,4-d]pyridazine NCC=1C2=C(C(NN1)=O)C=NC(=C2)C=2C=NN(C2C=2C(=C1C=CC=3N(C1=CC2F)C(=NN3)C)C#N)C